N1(CCOCC1)C1=NC(=NC(=N1)C=1SC(=CC1)CN1CCOCC1)C1=CC=C(C=C1)NC(=O)NCC1=CC=NC=C1 1-(4-(4-morpholinyl-6-(5-(morpholinylmethyl)thiophen-2-yl)-1,3,5-triazin-2-yl)phenyl)-3-(pyridin-4-ylmethyl)urea